5-ethylphenylaminocarbonyl-7-oxo-bicyclo[2.2.1]Hept-2-ene C(C)C=1C=CC=C(C1)NC(=O)C12C=CC(CC1)C2=O